C(NC(=O)C=1N=NC=CC1NC1=C(C=C(C=C1)N1N=NN=C1CC)OC(F)F)([2H])([2H])[2H] N-(methyl-d3)-4-((4-(5-ethyl-1H-tetrazol-1-yl)-2-(difluoromethoxy)phenyl)amino)pyridazine-3-carboxamide